C(#N)[C@@H](C[C@@H]1C(NCCC1)=O)NC(=O)[C@H]1N([C@H]2CC([C@@H]1CC2)(F)F)C(=O)C=2NC1=CC=CC(=C1C2)OC (1R,3S,4R)-N-((R)-1-cyano-2-((R)-2-oxopiperidin-3-yl)ethyl)-5,5-difluoro-2-(4-methoxy-1H-indole-2-carbonyl)-2-azabicyclo[2.2.2]octane-3-carboxamide